C1=CC(OC)=C2C=3[C@@]45[C@@H](O2)C(=O)C=C[C@H]4[C@@H](CC13)N(C)CC5 Codeinon